SC(CO)(C)C 2-mercapto-2-methylpropane-1-ol